CC1(CCN(CC1)C1=CN=C2C(=N1)NN=C2C2=CC(=CC=C2)C(F)(F)F)CN (4-methyl-1-(3-(3-(trifluoromethyl)-phenyl)-1H-pyrazolo[3,4-b]pyrazin-6-yl)-piperidin-4-yl)-methanamine